2,5-DIFLUORO-4-METHOXYBENZALDEHYDE FC1=C(C=O)C=C(C(=C1)OC)F